(methoxymethyl)-1H-benzo[d]imidazole COCN1C=NC2=C1C=CC=C2